(3-fluoro-4-((1-isopropyl-2-keto-2,3-dihydro-1H-imidazo[4,5-b]pyridin-7-yl)oxy)phenyl)-1-(2-fluorophenyl)-1H-1,2,3-triazole-4-carboxamide FC=1C=C(C=CC1OC1=C2C(=NC=C1)NC(N2C(C)C)=O)C2=C(N=NN2C2=C(C=CC=C2)F)C(=O)N